C(C)C1=CC=C(C=C1)N1N=CC(=C1)C=1C=C2C(=CNC2=CC1)NC(=O)NC(C)C 1-(5-(1-(4-ethylphenyl)-1H-pyrazol-4-yl)-1H-indol-3-yl)-3-isopropylurea